C(C1=CC=CO1)C1(C(C=CC=C1)C)O (1-furfuryl)-(o-methyl-phenol)